C(=O)C1=CC=C(OC2=CC=C(C=C2)S(=O)(=O)C2=CC(=C(C=O)C=C2)OC2=CC=CC=C2)C=C1 p-[p-(p-formylphenoxy)benzenesulfonyl]Phenoxybenzaldehyde